(16R,20R)-12-(2,6-Dimethylphenyl)-20-(propan-2-yl)-15-oxa-8λ6-thia-1,9,11,18,22-pentaazatetracyclo[14.4.1.13,7.110,14]tricosa-3(23),4,6,10(22),11,13-hexaene-2,8,8-trione CC1=C(C(=CC=C1)C)C1=NC=2NS(C3=CC=CC(C(N4[C@@H](CNC[C@@H](OC(=C1)N2)C4)C(C)C)=O)=C3)(=O)=O